(n-propylcyclopentadienyl)tris(dimethylamino)zirconium C(CC)C1(C=CC=C1)[Zr](N(C)C)(N(C)C)N(C)C